C1CC(CNC1)C(=O)O (+/-)-Nipecotic acid